NC1=CC=C(C=C1)N1[C@@H]2CN([C@H](C1)C2)C(=O)OC(C)(C)C (1S,4S)-tert-butyl 5-(4-aminophenyl)-2,5-diazabicyclo[2.2.1]heptane-2-carboxylate